[3-(4-fluoro-1,3-dioxoisoindol-2-yl)-2,6-dioxopiperidin-1-yl]methyl 2,2-dimethylpropanoate CC(C(=O)OCN1C(C(CCC1=O)N1C(C2=CC=CC(=C2C1=O)F)=O)=O)(C)C